FC1(CC1)F 1,1-difluorocyclopropane